ethyl 2-chloro-6-methyl-3-nitroisonicotinate ClC=1C(=C(C(=O)OCC)C=C(N1)C)[N+](=O)[O-]